tert-butyl N-[6-[(2S)-2-(tert-butoxycarbonylamino)propyl]-2,7-dimethyl-thieno[3,2-d]pyrimidin-4-yl]-N-(2-furylmethyl)carbamate C(C)(C)(C)OC(=O)N[C@H](CC1=C(C=2N=C(N=C(C2S1)N(C(OC(C)(C)C)=O)CC=1OC=CC1)C)C)C